N-[(S)-1-(4-ethylthiazol-2-yl)-2-(4-nitrophenyl)ethyl]-2-(3-methyl-1,2,4-oxadiazol-5-yl)-3-phenylpropionamide C(C)C=1N=C(SC1)[C@H](CC1=CC=C(C=C1)[N+](=O)[O-])NC(C(CC1=CC=CC=C1)C1=NC(=NO1)C)=O